(4R,5R)-5-((S)-5H-Imidazo[5,1-a]isoindol-5-yl)-1-methyl-4,5,6,7-tetrahydro-1H-indazol-4-ol C=1N=CN2C1C1=CC=CC=C1[C@@H]2[C@@H]2[C@H](C=1C=NN(C1CC2)C)O